C1=C(C=CC2=CC=CC=C12)C(=O)NC1=C(C(=O)N[C@@H](CC2=CC=CC=C2)C(=O)OC)C=CC(=C1)Cl Methyl (2-(2-naphthamido)-4-chlorobenzoyl)-L-phenylalaninate